2-(4-chlorophenyl)-3-((3-methyl-oxetan-3-yl)methoxy)-6-(prop-1-en-2-yl)isoindolin-1-one ClC1=CC=C(C=C1)N1C(C2=CC(=CC=C2C1OCC1(COC1)C)C(=C)C)=O